FC1=C(C(=C(C=C1OC)OC)F)N1C(N(C2=C(C1)C=NC(=C2)C=2C=CC(=NC2)C(=O)NC(C)C)CC)=O 5-(3-(2,6-difluoro-3,5-dimethoxyphenyl)-1-ethyl-2-oxo-1,2,3,4-tetrahydropyrido[4,3-d]pyrimidin-7-yl)-N-isopropyl-picolineamide